4-[2-[3-(3-pyridyl)pyrazol-1-yl]-7-tetrahydropyran-4-yl-pyrido[3,2-d]pyrimidin-4-yl]morpholine N1=CC(=CC=C1)C1=NN(C=C1)C=1N=C(C2=C(N1)C=C(C=N2)C2CCOCC2)N2CCOCC2